NC1=NC(=C(C=2N1C(N(N2)CC2=NC=C(C=C2F)OC)=O)C2=CC(=NC(=C2)C)CO)C2=CC=CC=C2 5-amino-2-[(3-fluoro-5-methoxy-2-pyridyl)methyl]-8-[2-(hydroxymethyl)-6-methyl-4-pyridyl]-7-phenyl-[1,2,4]triazolo[4,3-c]pyrimidin-3-one